di(2-ethylhexyl) sulfide C(C)C(CSCC(CCCC)CC)CCCC